ClC=1C2=C(N=C(N1)C1=CC(=CC=C1)OC)C=CS2 4-chloro-2-(3-methoxyphenyl)thieno[3,2-d]pyrimidine